C(C)(=O)OC\C(\CC[C@]1([C@@H]2CCC=C([C@@]2(CC[C@@H]1C)C)C(=O)O)C)=C/CO (4aS,5R,6S,8aR)-5-[(3Z)-3-[(acetyloxy)methyl]-5-hydroxypent-3-en-1-yl]-5,6,8a-trimethyl-3,4,4a,5,6,7,8,8a-octahydronaphthalene-1-carboxylic acid